1-allylquinoxalin-2(1H)-one C(C=C)N1C(C=NC2=CC=CC=C12)=O